2-[[(1S)-1-(5-fluoro-2-pyridyl)ethyl]amino]-6-[(5-isopropoxy-1H-pyrazol-3-yl)amino]pyridine-3-carbonitrile FC=1C=CC(=NC1)[C@H](C)NC1=NC(=CC=C1C#N)NC1=NNC(=C1)OC(C)C